(4Z)-4-(1,3-Benzothiazol-6-ylmethylene)-2-(pyrimidin-5-ylamino)-1H-imidazol-5-one S1C=NC2=C1C=C(C=C2)\C=C\2/N=C(NC2=O)NC=2C=NC=NC2